[K].C1=C(C=CC2=CC=CC=C12)O 2-naphthol potassium salt